3-[[3-fluoro-2-(methylsulfonylmethyl)-4-pyridyl]methyl]-7-[(3-fluoro-2-pyridyl)oxy]-4-methyl-chromen-2-one FC=1C(=NC=CC1CC=1C(OC2=CC(=CC=C2C1C)OC1=NC=CC=C1F)=O)CS(=O)(=O)C